N-[5-tert-butyl-4-(2-isopentylphenyl)-6-phenoxy-pyrimidin-2-yl]-1-methyl-pyrazole-4-sulfonamide C(C)(C)(C)C=1C(=NC(=NC1OC1=CC=CC=C1)NS(=O)(=O)C=1C=NN(C1)C)C1=C(C=CC=C1)CCC(C)C